C(CCCCCCCCCCC)N1N=NC(=C1)C(CO)(CO)NC(C)=O N-(2-(1-dodecyl-1H-1,2,3-triazol-4-yl)-1,3-dihydroxypropan-2-yl)acetamide